ClC1=CC(=C(C=C1)C1(OC2=C(O1)C=CC=C2C2=CC(=C(CC1=NC3=C(N1CCOC(F)F)C=C(C=C3)C(=O)O)C(=C2)F)F)C)F 2-(4-(2-(4-chloro-2-fluorophenyl)-2-methylbenzo[d][1,3]dioxol-4-yl)-2,6-difluorobenzyl)-1-(2-(difluoromethoxy)ethyl)-1H-benzo[d]imidazole-6-carboxylic acid